N1(CCCC1)C/C=C(\C1=CC=C(C=C1)C)/C1=NC=CC=C1 (E)-2-(3-(pyrrolidin-1-yl)-1-(p-tolyl)prop-1-en-1-yl)pyridine